BrCC1=NN(C=C1)C(=O)OC(C)(C)C tert-Butyl 3-(bromomethyl)pyrazole-1-carboxylate